CC(CC(C)C)C1=C(C=CC=C1)NC(=O)C=1C(=NN(C1F)C)C N-(2-(1,3-dimethyl-butyl)-phenyl)-1,3-dimethyl-5-fluoro-1H-pyrazole-4-carboxamide